C(CCC)[Sn](C1=CN=C(S1)NC(OC(C)(C)C)=O)(CCCC)CCCC tert-butyl (5-(tributylstannyl)thiazol-2-yl)carbamate